2-(4-((1r,3R,5S)-adamantan-1-yl)phenyl)-1H-benzo[d]imidazol-5-amine C12(CC3CC(CC(C1)C3)C2)C2=CC=C(C=C2)C2=NC3=C(N2)C=CC(=C3)N